CS(=O)(=O)OCCC1=NN(C2=CC=C(C(=C12)OC)F)COCC[Si](C)(C)C 2-(5-fluoro-4-methoxy-1-((2-(trimethylsilyl)ethoxy)methyl)-1H-indazol-3-yl)ethyl methanesulfonate